C1(CC1)N(C(=O)C=1NC=C(C1)C1=NC(=NC=C1C(F)(F)F)N[C@@H]1CNCCC1)C N-cyclopropyl-N-methyl-4-(2-{[(3S)-piperidin-3-yl]amino}-5-(trifluoromethyl)pyrimidin-4-yl)-1H-pyrrole-2-carboxamide